3-[[4-hydroxy-1-[(3R,4R)-3-phenyl-1-(pyridazin-3-ylmethyl)piperidine-4-carbonyl]-4-piperidinyl]methyl]-7-phenyl-pyrrolo[2,3-d]pyrimidin-4-one OC1(CCN(CC1)C(=O)[C@H]1[C@@H](CN(CC1)CC=1N=NC=CC1)C1=CC=CC=C1)CN1C=NC2=C(C1=O)C=CN2C2=CC=CC=C2